Cl.Cl.N1CC(CCC1)N1CC2(CCC2)CC1 6-(3-piperidyl)-6-azaspiro[3.4]octane dihydrochloride